5-{[2-(1,3-dioxolan-2-yl)phenyl]carbamoyl}-2-methyl-pyrazole-3-carboxylic acid O1C(OCC1)C1=C(C=CC=C1)NC(=O)C=1C=C(N(N1)C)C(=O)O